C1(=CC=CC=C1)N1N=C(C(=C1N)SC#N)C1=CC=CC=C1 1,3-diphenyl-4-thiocyano-1H-pyrazol-5-amine